BrC1=CC=C(C=C1)C1CN(CC1)C(=O)N1C[C@@H]2[C@@H](OCC(N2)=O)CC1 (4aR,8aS)-6-(3-(4-bromophenyl)pyrrolidine-1-carbonyl)hexahydro-2H-pyrido[4,3-b][1,4]oxazin-3(4H)-one